(2-(pyridin-2-yl)oxazol-5-yl)methanone N1=C(C=CC=C1)C=1OC(=CN1)C=O